CS(=O)(=O)NC=1C=C(C=CC1)NC(C1=CC(=CC=C1)OC1=NC=CC=C1)=O N-(3-(methylsulfonamido)phenyl)-3-(pyridin-2-yloxy)benzamide